(S)-2-((((9H-fluoren-9-yl)methoxy)carbonyl)amino)-3-(3'-fluoro-[1,1'-biphenyl]-3-yl)propanoic acid C1=CC=CC=2C3=CC=CC=C3C(C12)COC(=O)N[C@H](C(=O)O)CC=1C=C(C=CC1)C1=CC(=CC=C1)F